ClC=1C=2C(=N[C@H](C3=NC(=NN3C2C=NC1C(F)(F)F)C(=O)O)C)C1=C(C=CC=C1F)F (7S)-11-chloro-9-(2,6-difluorophenyl)-7-methyl-12-(trifluoromethyl)-2,3,5,8,13-pentaazatricyclo[8.4.0.02,6]tetradeca-1(10),3,5,8,11,13-hexa-ene-4-carboxylic acid